C1(CCC1)NC(NC=1C=C(SC1)C=1C(=NC=CN1)C1=CC=CC(=C1C(=O)O)OC)=O 6-(4-(3-cyclobutylureido)thiophen-2-ylpyrazin-2-yl)-2-methoxyBenzoic acid